FC=1C(=C(C=CC1)C=1C=NC=2N(C1)C=C(N2)COC2=NC=CC(=C2)F)OC 6-(3-fluoro-2-methoxy-phenyl)-2-[(4-fluoro-2-pyridyl)oxymethyl]imidazo[1,2-a]pyrimidine